N1C=CC=2C1=NC=CC2N2N=CC(=C2)C2=C(C=CC=C2)CC#N {2-[1-(1H-pyrrolo[2,3-b]pyridin-4-yl)-1H-pyrazol-4-yl]phenyl}acetonitrile